C(C1=CC=CC=C1)O[C@H]1[C@@H]2[C@@H](O[C@]1(CCO2)COCC2=CC=CC=C2)N2C1=NC(=NC(=C1N=C2)OCC2=CC=CC=C2)NC(C(C)C)=O 9-{2,6-anhydro-3-O-benzyl-4-[(benzyloxy)methyl]-5-deoxy-α-L-lyxo-hexofuranosyl}-6-(benzyloxy)-N-(2-methylpropanoyl)-9H-purin-2-amine